2-(2-((5-bromopyrimidin-2-yl)oxy)ethoxy)acetic acid tert-butyl ester C(C)(C)(C)OC(COCCOC1=NC=C(C=N1)Br)=O